C(C)OC([C@H](OCC)OC1=NN(C(=C1Br)C=1C=NC(=CC1)F)C1=C(C=CC=C1)F)=O |r| Ethyl-(2RS)-{[4-bromo-1-(2-fluorophenyl)-5-(6-fluoropyridin-3-yl)-1H-pyrazol-3-yl]oxy}(ethoxy)-acetat